ethyl (S)-3-amino-3-(6-methoxypyridin-3-yl)propanoate N[C@@H](CC(=O)OCC)C=1C=NC(=CC1)OC